F[P-](F)(F)(F)(F)F.C(CCCCC)N1CN(C=C1)C 1-hexyl-3-methylimidazole hexafluorophosphate salt